3-bromo-5-cyclopropyl-2-methoxythiophene BrC1=C(SC(=C1)C1CC1)OC